dichloro-benzaldehyde ClC=1C(=C(C=O)C=CC1)Cl